4-(6-cyclopropyl-5-(methylsulfonylamino)pyridin-2-yl)-1-methyl-1H-1,2,3-triazole-5-Formic acid C1(CC1)C1=C(C=CC(=N1)C=1N=NN(C1C(=O)O)C)NS(=O)(=O)C